Tert-Butyl 4-[[4-(2-Benzyloxy-2-Oxo-Ethyl)-2-Oxo-Piperazin-1-yl]Methyl]Piperidine-1-Carboxylate C(C1=CC=CC=C1)OC(CN1CC(N(CC1)CC1CCN(CC1)C(=O)OC(C)(C)C)=O)=O